Propane-2-sulfinamide CC(C)S(=O)N